(trichloro)Octadecylsilane ClC(CCCCCCCCCCCCCCCCC[SiH3])(Cl)Cl